FC=1C=C(C=CC1CN1C(=NC=C1)C)C1=C(SC(=C1)CC(C)C)S(=O)(=O)NC(=O)NCCC=1N=CNC1 1-(3-{3-Fluoro-4-[(2-methyl-1H-imidazol-1-yl)methyl]phenyl}-5-isobutyl-2-thienylsulfonyl)-3-[2-(1H-imidazol-4-yl)ethyl]urea